ClC1=C(C=2N=C(N=C(C2C=N1)N1C[C@](CCC1)(C)O)OCC1(CC1)CN(C(OC(C)(C)C)=O)C)F (R)-tert-butyl ((1-(((7-chloro-8-fluoro-4-(3-hydroxy-3-methylpiperidin-1-yl)pyrido[4,3-d]pyrimidin-2-yl)oxy)methyl)cyclopropyl)methyl)(methyl)carbamate